NC=1C=C(C=C2C=C(N=CC12)NC(=O)[C@H]1[C@@H](C1)C#N)C=1C=NNC1 |r| (±)-trans-N-[8-amino-6-(1H-pyrazol-4-yl)-3-isoquinolyl]-2-cyano-cyclopropanecarboxamide